NC=1C(=NC=CN1)C(=O)NC=1C(=NC=CC1NC1CCN(CC1)C1=CC=C(C=C1)OC)C 3-amino-N-(4-{[1-(4-methoxyphenyl)piperidin-4-yl]amino}-2-methylpyridin-3-yl)pyrazine-2-carboxamide